5-bromo-2-carbamoylfuro[2,3-c]pyridine-7-carboxylic acid BrC=1C=C2C(=C(N1)C(=O)O)OC(=C2)C(N)=O